(R)-dimethyl-(2-(7-(3-methyl-1H-pyrazol-5-yl)-2-(3-methylmorpholino)imidazo[1,5-b]pyridazin-4-yl)propan-2-yl)phosphine oxide CP(C(C)(C)C=1C=2N(N=C(C1)N1[C@@H](COCC1)C)C(=NC2)C2=CC(=NN2)C)(C)=O